9-(4-fluoro-benzyl)-2,6-dioxo-2,3,6,9-tetrahydro-1H-purin FC1=CC=C(CN2C=3NC(NC(C3N=C2)=O)=O)C=C1